O[C@H]1[C@H](O[C@@]2([C@@H](CCO2)NC(CC2=CC=CC=C2)=O)[C@@H]([C@H]1N1N=NC(=C1)C1=CC(=C(C(=C1)F)F)F)O)CO N-((4R,5S,7R,8R,9S,10R)-8,10-dihydroxy-7-(hydroxymethyl)-9-(4-(3,4,5-trifluorophenyl)-1H-1,2,3-triazol-1-yl)-1,6-dioxaspiro[4.5]dec-4-yl)-2-phenylacetamide